1,5-Diisocyanato-2,2-dimethyl-pentan N(=C=O)CC(CCCN=C=O)(C)C